N1N=NC=2CN(CCC21)CCC(=O)O 3-{1H,4H,5H,6H,7H-[1,2,3]triazolo[4,5-c]pyridin-5-yl}propanoic acid